N,N-dimethylethen-1-amine CN(C=C)C